BrC=1C=C(C=2CN(C(C2C1)=O)C1C(NC(CC1)=O)=O)C(=O)N 6-bromo-2-(2,6-dioxopiperidin-3-yl)-1-oxoisoindoline-4-carboxamide